3-fluoro-5-(((1R,2aR)-3,3,4,4-tetrafluoro-1,2a-dihydroxy-2,2a,3,4-tetrahydro-1H-cyclopenta[cd]inden-7-yl-1-d)oxy)benzonitrile-2,4,6-d3 FC1=C(C(C#N)=C(C(=C1[2H])OC1=CC=C2C=3[C@](C[C@@](C13)([2H])O)(C(C2(F)F)(F)F)O)[2H])[2H]